4-[Benzyl-(methyl)sulfamoyl]benzoic acid [3-(1-ethyl-8-oxo-spiro[6,7-dihydro-4H-pyrazolo[3,4-c]azepin-5,4'-tetrahydropyran]-3-yl)-2,2-dimethyl-propyl] ester C(C)N1N=C(C2=C1C(NCC1(CCOCC1)C2)=O)CC(COC(C2=CC=C(C=C2)S(N(C)CC2=CC=CC=C2)(=O)=O)=O)(C)C